(8-methoxy-9-(2-methyl-2H-tetrazol-5-yl)-1-propyl-5,6-dihydropyrrolo[2,1-a]isoquinolin-3-yl)((S)-2-methyl-2-((S)-3,3,3-trifluoro-1-hydroxypropyl)pyrrolidin-1-yl)methanone COC=1C=C2CCN3C(C2=CC1C=1N=NN(N1)C)=C(C=C3C(=O)N3[C@@](CCC3)([C@H](CC(F)(F)F)O)C)CCC